2-nitro-(2'-hydroxy-5'-methylphenyl)azobenzene [N+](=O)([O-])C1=C(C=CC=C1)N=NC1=C(C=CC=C1)C1=C(C=CC(=C1)C)O